[Si](C)(C)(C(C)(C)C)OCC1=C(C=C(C=C1)[N+](=O)[O-])CC=O 2-[2-[[tert-butyl(dimethyl)silyl]oxymethyl]-5-nitro-phenyl]acetaldehyde